8-chloro-1-(trans-4-ethoxy-4-ethylcyclohexyl)-N,N-dimethyl-5,6-dihydro-4H-[1,2,4]triazolo[4,3-a][1]benzazepin-5-amine ClC=1C=CC2=C(CC(CC=3N2C(=NN3)C3CCC(CC3)(CC)OCC)N(C)C)C1